sodium aluminum phosphate, sodium salt [Na+].P(=O)([O-])([O-])[O-].[Al+3].[Na+]